CNCC(CNC)O 1,3-di(methylamino)-2-propanol